C(C)OC1=CC=C(C=C1)C1=CN=C(O1)C1CN(CCC1CC)C(=O)OC(C)(C)C tert-butyl 3-[5-(4-ethoxyphenyl)oxazol-2-yl]-4-ethyl-piperidine-1-carboxylate